6-benzyl-2,3,5,6,7,8-hexahydropyrido[3,4-d]pyridazine-1,4-dione C(C1=CC=CC=C1)N1CC=2C(NNC(C2CC1)=O)=O